NC1=CC(=NC=C1)N1CCCCC1 4-aminopyridylpiperidine